6-(4-amino-4-(2,4-difluorophenyl)piperidin-1-yl)-3-(2-methylbenzo[d]thiazol-6-yl)-1H-pyrazolo[3,4-d]pyrimidine-4-carbonitrile NC1(CCN(CC1)C1=NC(=C2C(=N1)NN=C2C2=CC1=C(N=C(S1)C)C=C2)C#N)C2=C(C=C(C=C2)F)F